3-(3,3-difluoro-4-oxohexahydropyrrolo[3,4-b]pyrrol-5(1H)-yl)-2,2-dimethylpropanoic acid FC1(C2C(NC1)CN(C2=O)CC(C(=O)O)(C)C)F